NC1=C(C=C(N=N1)C1=C(C=CC=C1)O)N1CC2CCC(C1)N2C2=CC(=NC=C2)C#CCN2CC(CCC2)CO 2-[6-amino-5-[8-[2-[3-[3-(hydroxymethyl)-1-piperidinyl]prop-1-ynyl]-4-pyridinyl]-3,8-diazabicyclo[3.2.1]oct-3-yl]pyridazin-3-yl]phenol